1-(1-methoxy-2-methylpropan-2-yl)-1H-pyrrolo[2,3-b]pyridIne-6-carboxylic acid COCC(C)(C)N1C=CC=2C1=NC(=CC2)C(=O)O